FC(C(=O)NC=1C=CC2=C(CN(CC3(O2)CC3)CC3=CC=C(C=C3)OC)N1)(F)F 2,2,2-Trifluoro-N-[4'-(4-methoxybenzyl)-4',5'-dihydro-3'H-spiro[cyclopropane-1,2'-pyrido[2,3-f][1,4]oxazepine]-7'-yl]acetamide